phenyl 2-(((benzyloxy)carbonyl)amino)-3-((tert-butoxycarbonyl)amino)propanoate C(C1=CC=CC=C1)OC(=O)NC(C(=O)OC1=CC=CC=C1)CNC(=O)OC(C)(C)C